tert-butyl-4-((6-(4-(tert-butoxycarbonyl)phenyl)-2-oxa-7-azaspiro[3.5]nonan-7-yl)methyl)-5-methoxy-7-methyl-1H-indole-1-carboxylate C(C)(C)(C)OC(=O)N1C=CC2=C(C(=CC(=C12)C)OC)CN1C(CC2(COC2)CC1)C1=CC=C(C=C1)C(=O)OC(C)(C)C